(6S)-6-{2-Chloro-3-[(2-methyl-pyridin-3-yl)amino]phenyl}-2-imino-6-methyl-3-(tetrahydro-pyran-4-yl)hexahydropyrimidin-4-one ClC1=C(C=CC=C1NC=1C(=NC=CC1)C)[C@@]1(CC(N(C(N1)=N)C1CCOCC1)=O)C